C1(CC1)N1C(C(=CC=C1)C(=O)NC1=CC=2N(C=C1OC)N=C(C2)CC(C(C)(C)O)F)=O 1-cyclopropyl-N-[2-(2-fluoro-3-hydroxy-3-methyl-butyl)-6-methoxy-pyrazolo[1,5-a]pyridin-5-yl]2-oxo-pyridine-3-carboxamide